C(C1=CC=CC=C1)OC=1C(C(=C2CC[C@@]34[C@H](C=C[C@@H](N(C(C1N32)=O)C4)C)O)C(=O)NCC4=C(C=C(C=C4)F)F)=O (1R,11S,14S)-7-benzyloxy-N-[(2,4-difluorophenyl)methyl]-14-hydroxy-11-methyl-6,9-dioxo-10,15-diazatetracyclo[6.6.1.11,10.04,15]hexadeca-4,7,12-triene-5-carboxamide